NC1=C(C=2C=NC(=C(C2N1C1=C(C(=CC(=C1C)OC)F)C)F)C1CC1)C#N 2-amino-6-cyclopropyl-7-fluoro-1-(3-fluoro-5-methoxy-2,6-dimethyl-phenyl)pyrrolo[3,2-c]pyridine-3-carbonitrile